5-chloro-2-((3aR,6aS)-5,5-difluorohexahydrocyclopenta[c]pyrrol-2(1H)-yl)-N-(4-fluoro-3-(methylthio)phenyl)-4-(trifluoromethyl)benzamide ClC=1C(=CC(=C(C(=O)NC2=CC(=C(C=C2)F)SC)C1)N1C[C@@H]2[C@H](C1)CC(C2)(F)F)C(F)(F)F